5'-O-(4,4-dimethoxytrityl)-3'-O-[2-cyanoethyl-(N,N-diisopropylamino)-phosphino]-5-vinyl-2'-deoxyuridine COC1(CC=C(C(C2=CC=CC=C2)(C2=CC=CC=C2)OC[C@@H]2[C@H](C[C@@H](O2)N2C(=O)NC(=O)C(=C2)C=C)OP(N(C(C)C)C(C)C)CCC#N)C=C1)OC